FC([C@H](N)C(=O)O)C1=CC=CC=C1 β-fluorophenylalanine